1-(cyclopentylmethyl)-3-(isoquinolin-4-yl)-6-(oxazol-2-yl)thieno[3,2-d]pyrimidine-2,4(1H,3H)-dione C1(CCCC1)CN1C(N(C(C2=C1C=C(S2)C=2OC=CN2)=O)C2=CN=CC1=CC=CC=C21)=O